C(C1=CC=CC=C1)NC1=C(C=CC(=C1)OC)Cl benzyl-2-chloro-5-methoxyaniline